CC(C)(C)S(=O)N=C1CC(C1)C 2-methyl-N-(3-methylcyclobutylidene)propane-2-sulfinamide